phenyl-cyclopropylmethanone lanthanum hydride [H-].[La+3].C1(=CC=CC=C1)C(=O)C1CC1.[H-].[H-]